OC1CCC(CC1)C(C)(C)NC(OC(C)(C)C)=O tert-butyl (2-(4-hydroxycyclohexyl)propan-2-yl)carbamate